2-chloro-7-fluoro-5-(trifluoromethyl)-1H-benzo[d]imidazole ClC1=NC2=C(N1)C(=CC(=C2)C(F)(F)F)F